CC1=CN=C2N1C=C(C=C2)C2=CC=C(C=C2)S(=O)(=O)[C@@H]2CC[C@H](CC2)NC2=CC=C(C=C2)OC(F)(F)F N-[trans-4-(4-{3-methylimidazo[1,2-a]pyridin-6-yl}benzenesulfonyl)cyclohexyl]-4-(trifluoromethoxy)aniline